C(C)C1CCC(CC1)C1(C(C=C(C=C1)C1=CC=CC=C1)F)F 4-(4-ethylcyclohexyl)-3,4-difluoro-1,1-biphenyl